N[C@]1(CN(CCC1)C=1C=NC(=CC1CN1C2=NC=NC(=C2N=C1)N)C1=CC(=C(C(=C1)F)OC)F)[C@H](C(F)F)O (R)-1-((R)-3-amino-1-(4-((6-amino-9H-purin-9-yl)methyl)-6-(3,5-difluoro-4-methoxyphenyl)pyridin-3-yl)piperidin-3-yl)-2,2-difluoroethan-1-ol